OSCC(O)CO 1-hydroxy-1-thioglycerol